C12CN(CC(CC1)O2)CCC2=NC1=C(N2C)C=C(C=C1)C1=CC2=C(N=C(N=C2)OCC)N(C1=O)C1=CC=C(C=C1)OC(F)F 6-(2-(2-(8-oxa-3-azabicyclo[3.2.1]octan-3-yl)ethyl)-1-methyl-1H-benzo[d]imidazol-6-yl)-8-(4-(difluoromethoxy)phenyl)-2-ethoxypyrido[2,3-d]pyrimidin-7(8H)-one